chlorobenzoate C1=CC=C(C(=C1)C(=O)O)Cl